[O-2].[Mn+2].[Na+].[Fe+2].[Ni+2] nickel-iron-sodium manganese oxide